2-((5-(2,2-difluoroethoxy)-7-methyl-1-tosyl-1H-indol-4-yl)methyl)-3-hydroxy-2H-indazole-5-carbonitrile FC(COC=1C(=C2C=CN(C2=C(C1)C)S(=O)(=O)C1=CC=C(C)C=C1)CN1N=C2C=CC(=CC2=C1O)C#N)F